C1(=CC=CC=C1)C1CCC2=C(SC=C2C(=O)[O-])C1 6-phenyl-4,5,6,7-tetrahydrobenzo[b]thiophene-3-carboxylate